FC1=CC(=C2C(=CNC2=C1)C(C(=O)N(C(C)C)C(C)C)=O)OC 2-(6-fluoro-4-methoxy-1H-indol-3-yl)-N,N-diisopropyl-2-oxoacetamide